3-(dodecylselenyl)-5-isopropenyl-2-methylcyclohexanone C(CCCCCCCCCCC)[Se]C1C(C(CC(C1)C(=C)C)=O)C